N1(CCC1)C=1C=C2C=CC(=CC2=CC1)C=O 6-(azetidin-1-yl)-2-naphthaldehyde